3-(3,7-dimethylocta-2,6-dien-1-yl)-2,4-dihydroxy-6-pentyl-N-phenylbenzenesulfonamide CC(=CCC=1C(=C(C(=CC1O)CCCCC)S(=O)(=O)NC1=CC=CC=C1)O)CCC=C(C)C